CCC(CCCCCCC)S(=O)Cl decane-3-sulfinic chloride